6-[3-(N-ETHYLAMINOCARBONYL)PHENYL]-2-FORMYLPHENOL C(C)NC(=O)C=1C=C(C=CC1)C1=CC=CC(=C1O)C=O